1-methyl-N-((6-(pyrimidin-4-ylmethoxy)-1H-indol-2-yl)methyl)cyclopropane-1-carboxamide CC1(CC1)C(=O)NCC=1NC2=CC(=CC=C2C1)OCC1=NC=NC=C1